C(CC=C)OC=1C=2N(C=C(N1)C1=CC(=NC=C1OC)[C@@H](C)N(C(=O)NC(CC=C)CC(C)C)CC)C=CN2 1-((R)-1-(4-(8-(but-3-en-1-yloxy)imidazo[1,2-a]pyrazin-6-yl)-5-methoxypyridin-2-yl)ethyl)-1-ethyl-3-(6-methylhept-1-en-4-yl)urea